gamma-phthalimido-alpha-hydroxybutyric acid, anhydride C1(C=2C(C(N1CCC(C(=O)OC(C(CCN1C(C=3C(C1=O)=CC=CC3)=O)O)=O)O)=O)=CC=CC2)=O